tryptophane nitrogen [N].N[C@@H](CC1=CNC2=CC=CC=C12)C(=O)O